FC1(CN(CC12CN(C2)C(C=C)=O)C2=NC=1CC(CCC1C(=C2C#N)C2=C1C=NNC1=CC=C2C)(C)C)F 2-(8,8-difluoro-2-(2-propenoyl)-2,6-diazaspiro[3.4]octan-6-yl)-7,7-dimethyl-4-(5-methyl-1H-indazol-4-yl)-5,6,7,8-tetrahydro-3-quinolinecarbonitrile